(2S,5R)-5-(2-chlorophenyl)-1-(6-(2,4-dimethoxyphenyl)-5-methoxynicotinoyl)pyrrolidine-2-carboxylic acid ClC1=C(C=CC=C1)[C@H]1CC[C@H](N1C(C1=CN=C(C(=C1)OC)C1=C(C=C(C=C1)OC)OC)=O)C(=O)O